NNC(=S)N.C1CCCC=2C3=CC=CC=C3NC12 tetrahydrocarbazole compound with thiosemicarbazide